C(C)O[Si](OCC)(OCC)CN=C=O triethoxysilyl-methyl isocyanate